ethanol diglycinate NCC(=O)O.NCC(=O)O.C(C)O